(R)-N-(1-(4-chloro-6-((2,2,2-trifluoroethyl)amino)pyridin-2-yl)cyclopropyl)-3-(2,4-difluorophenyl)-3-hydroxybutanamide ClC1=CC(=NC(=C1)NCC(F)(F)F)C1(CC1)NC(C[C@@](C)(O)C1=C(C=C(C=C1)F)F)=O